ClC=1C(N(C(=CC1OCC1=NC=C(C=C1F)C)C)C1=CC(=NC=C1C)C1=NC(=CC=C1)C(C)(C)O)=O (M)-3-chloro-4-((3-fluoro-5-methylpyridin-2-yl)methoxy)-6''-(2-hydroxypropan-2-yl)-5',6-dimethyl-2H-[1,4':2',2''-terpyridin]-2-one